Fmoc-(3-butene) C(=O)(OCC1C2=CC=CC=C2C2=CC=CC=C12)CCC=C